5-amino-7-(3-cyanophenyl)-N-ethyl-8-(pyridin-4-yl)imidazo[1,2-c]pyrimidine-2-carboxamide NC1=NC(=C(C=2N1C=C(N2)C(=O)NCC)C2=CC=NC=C2)C2=CC(=CC=C2)C#N